2λ6-thia-8-azaspiro[4.5]Decane 2,2-dioxide C1S(CCC12CCNCC2)(=O)=O